C[C@@]1([C@](C(=O)OCC=C)(O)O[C@H]([C@@H]([C@H]1OC(C)=O)NC(C)=O)[C@H](OC(C)=O)[C@H](OC(C)=O)COC(C)=O)F Allyl [methyl 5-acetamido-4,7,8,9-tetra-O-acetyl-3,5-dideoxy-3-fluoro-D-erythro-α-L-manno-non-2-ulopyranosonate]